tert-butyl 4-[[2-(4-bromo-2,5-difluoro-phenyl)acetyl]amino]-3-[[(3S)-4,4-dimethyltetrahydrofuran-3-yl]amino]-5-fluoro-benzoate BrC1=CC(=C(C=C1F)CC(=O)NC1=C(C=C(C(=O)OC(C)(C)C)C=C1F)N[C@@H]1COCC1(C)C)F